[Se].FC(F)C=1NC=CC1 difluoromethyl-azole selenium